O(C1=CC=CC=C1)C(=O)NC1=CC=C(C=C1)C=1CCN(CC1)C(=O)OC(C)(C)C tert-butyl 4-(4-((phenoxycarbonyl)amino) phenyl)-3,6-dihydropyridine-1(2H)-carboxylate